C(C(C)C)C1=CC2=CC=NC3=C4C(=C1C=C23)C=C2C(CC=CC2=C4)(C)C 5-isobutyl-7,7-dimethyl-7H-benzo[des]naphtho[2,3-H]quinoline